5-(piperidine-1-carbonyl)-1H-pyrrolo[2,3-b]pyridine-4-carbonitrile N1(CCCCC1)C(=O)C1=C(C2=C(N=C1)NC=C2)C#N